FC(C(=O)O)(F)F.O=C1N(CC2=CC(=CC=C12)N1CCC(CC1)CN1CCC(CC1)CC1CCNCC1)C1C(NC(CC1)=O)=O 3-[1-oxo-5-[4-[[4-(4-piperidylmethyl)-1-piperidyl]methyl]-1-piperidyl]isoindolin-2-yl]piperidine-2,6-dione trifluoroacetate